O=C1NC(CCC1C=1C=CC(=NC1)N1CCC(CC1)CN1CCN(CC1)C1=CC=C(C=C1)N1N=C(C(=C1)C=1C(=C(C=C(C1)F)C1N(CCC1)S(=O)(=O)N)F)C1=CC=NC=C1)=O (3-(1-(4-(4-((1-(5-(2,6-dioxopiperidin-3-yl)pyridin-2-yl)piperidin-4-yl)methyl)piperazin-1-yl)phenyl)-3-(pyridin-4-yl)-1H-pyrazol-4-yl)-2,5-difluorophenyl)pyrrolidine-1-sulfonamide